C(C)(C)(C)OC(=O)NCC1=CC=C(C=C1)NC(=O)C(C(=O)OCC)CC(C)C Ethyl 2-[[4-[(tert-butoxycarbonylamino)methyl]phenyl]carbamoyl]-4-methyl-pentanoate